BrC1=CC2=C(N=C(O2)SCC2=CC=C(C=C2)C(F)(F)F)C=C1 6-bromo-2-((4-(trifluoromethyl)benzyl)thio)benzo[d]oxazole